(3,4-difluorophenyl)-2,3-dihydro-1H-pyrrolizine-7-carboxamide FC=1C=C(C=CC1F)C1CCN2C=CC(=C12)C(=O)N